1-(4-bromo-5-methoxy-2-methyl-phenyl)-2-oxo-6-(trifluoromethyl)pyridine-3-carboxylic acid BrC1=CC(=C(C=C1OC)N1C(C(=CC=C1C(F)(F)F)C(=O)O)=O)C